2-(4-bromophenyl)but-2-enenitrile BrC1=CC=C(C=C1)C(C#N)=CC